ClC=1C=C(NC2=NC(=C3NC=NC3=N2)N)C=CC1 2-(3-chloroanilino)-6-aminopurine